3-(8-morpholino-1,5-naphthyridin-2-yl)benzenesulfonamide O1CCN(CC1)C=1C=CN=C2C=CC(=NC12)C=1C=C(C=CC1)S(=O)(=O)N